ClC1=C(C=CC=C1Cl)S(=O)(=O)NC1=C(C(=C(C=C1)F)C1=CC=C2C(=NNC2=C1F)C=1NC=CN1)F 2,3-dichloro-N-(2,4-difluoro-3-(7-fluoro-3-(1H-imidazol-2-yl)-1H-indazol-6-yl)phenyl)-benzenesulfonamide